methyl-2-(1-(7,7-difluoro-2-((S)-2-methylazetidin-1-yl)-6,7-dihydro-5H-cyclopenta[d]pyrimidin-4-yl)pyrrolidin-3-yl)acetate COC(CC1CN(CC1)C=1C2=C(N=C(N1)N1[C@H](CC1)C)C(CC2)(F)F)=O